CN(C)CC1C(CCC(C1)C)(O)C1=CC=CC=C1 2-((dimethylamino)methyl)-4-methyl-1-phenylcyclohexane-1-ol